Tetradecanoic acid, ethyl ester C(CCCCCCCCCCCCC)(=O)OCC